(2R,4R)-N-((S)-1-(((6-amino-2-ethylpyridin-3-yl)methyl)amino)-1-oxopropan-2-yl)-4-phenylpyrrolidine-2-carboxamide dihydrochloride Cl.Cl.NC1=CC=C(C(=N1)CC)CNC([C@H](C)NC(=O)[C@@H]1NC[C@H](C1)C1=CC=CC=C1)=O